2-(2,6-dioxopiperidin-3-yl)-5-(2-hydroxy-7-azaspiro[3.5]nonan-7-yl)isoindole-1,3-dione O=C1NC(CCC1N1C(C2=CC=C(C=C2C1=O)N1CCC2(CC(C2)O)CC1)=O)=O